2-[(1S,2S)-2-(2,4-difluorophenyl)cyclopropyl]-4,4,5,5-tetramethyl-1,3,2-dioxaborolane FC1=C(C=CC(=C1)F)[C@@H]1[C@H](C1)B1OC(C(O1)(C)C)(C)C